C(C1=CC=CC=C1)(=O)OC[C@@H]1[C@H]([C@@H]2[C@@H](OC(O2)(C)C)O1)N=[N+]=[N-] ((3aR,5S,6R,6aR)-6-azido-2,2-dimethyltetrahydrofuro[2,3-d][1,3]dioxol-5-yl)methyl benzoate